C(C)(C)(C)OC(=O)N1[C@@H](CN([C@H](C1)C)C1=C(C(=NC(=C1)Cl)N)[N+](=O)[O-])C.BrC=1OC(=CN1)C1=CC=C(C=C1)N1CC(C1)(F)F 2-bromo-5-(4-(3,3-difluoroazetidin-1-yl)phenyl)oxazole tert-butyl-(2R,5S)-4-(2-amino-6-chloro-3-nitropyridin-4-yl)-2,5-dimethylpiperazine-1-carboxylate